2-[[11,13-dichloro-8-(2,6-difluorophenyl)-5-methyl-3,4,7,9,12-pentazatricyclo[8.4.0.02,6]tetradeca-1(10),2(6),4,7,11,13-hexaen-3-yl]methoxy]ethyl-trimethyl-silane ClC=1C=2NC(=NC=3C(=NN(C3C2C=C(N1)Cl)COCC[Si](C)(C)C)C)C1=C(C=CC=C1F)F